1-isobutyl-1H-imidazo[4,5-C]quinoline-N-oxide C(C(C)C)[N+]1(C=NC=2C=NC=3C=CC=CC3C21)[O-]